trans-2-[[4-(4-Chlorophenyl)-5-(4-pyridin-2-yloxycyclohexyl)-1,2,4-triazol-3-yl]oxy]-N,N-dimethylethanamin ClC1=CC=C(C=C1)N1C(=NN=C1[C@@H]1CC[C@H](CC1)OC1=NC=CC=C1)OCCN(C)C